N1=C(C=CC=C1)N1CCN(CC1)CC=1NC2=CC=CC=C2C1 2-[[4-(2-pyridinyl)piperazin-1-yl]methyl]-1H-indole